OC=1C(=C(NC1)[N+](=O)[O-])C(C)C hydroxyl-isopropyl-nitroazole